8-bromo-7-chloro-6-(3-chloro-2-pyridinyl)-1-pyridazin-3-yl-4H-[1,2,4]Triazolo[4,3-a][1,4]Benzodiazepine BrC=1C=CC2=C(C(=NCC=3N2C(=NN3)C=3N=NC=CC3)C3=NC=CC=C3Cl)C1Cl